FC(C=1C(=C(C=CC1)[C@@H](C)NC=1C2=C(N=C(N1)C)N=C(C(=C2)C2CCS(CC2)(=O)=O)OC)F)([C@H]2OCCC2)F 4-(4-(((R)-1-(3-(difluoro((S)-tetrahydrofuran-2-yl)methyl)-2-fluorophenyl)ethyl)amino)-7-methoxy-2-methylpyrido[2,3-d]pyrimidin-6-yl)tetrahydro-2H-thiopyran 1,1-dioxide